NC1=NC=CC(=C1)[C@@H](C1=CC=C(C(=O)N)C=C1)OC1=CC=C2C(CCOC2=C1)=O (R,S)-4-((2-Aminopyridin-4-yl)((4-oxochroman-7-yl)oxy)methyl)benzamide